tributyl-(4-(3-fluorooxetan-3-yl)phenyl)stannane C(CCC)[Sn](C1=CC=C(C=C1)C1(COC1)F)(CCCC)CCCC